(S)-3-methylpyrrolidine-3-ol hydrochloride Cl.C[C@]1(CNCC1)O